2-[4-(1,3-benzothiazol-2-yl-methyl)piperazin-1-yl]-4-ethyl-N-ethylsulfonyl-benzamide S1C(=NC2=C1C=CC=C2)CN2CCN(CC2)C2=C(C(=O)NS(=O)(=O)CC)C=CC(=C2)CC